2-(2-((2s,4s)-4-amino-2-(hydroxymethyl)pyrrolidin-1-yl)-6-ethylpyrimidin-4-yl)-4-(2-fluoro-6-methoxyphenyl)-2,3-dihydro-1H-pyrrolo[3,4-c]pyridin-1-one N[C@H]1C[C@H](N(C1)C1=NC(=CC(=N1)N1CC=2C(=NC=CC2C1=O)C1=C(C=CC=C1OC)F)CC)CO